(E)-4-(2-(5'-(4-(diphenylamino)phenyl)-[2,2'-bithiophene]-5-yl)vinyl)-1-ethylquinolin-1-ium iodide [I-].C1(=CC=CC=C1)N(C1=CC=C(C=C1)C1=CC=C(S1)C=1SC(=CC1)/C=C/C1=CC=[N+](C2=CC=CC=C12)CC)C1=CC=CC=C1